C(C)(C)(C)OC(=O)N1CCC(CC1)N1C(NC2=C1C(=CC=C2)F)=O 4-(7-fluoro-2-oxo-2,3-dihydro-1H-1,3-benzodiazol-1-yl)piperidine-1-carboxylic acid tert-butyl ester